4-chloro-trans-β-styrylboronic acid pinacol ester B1(OC(C(O1)(C)C)(C)C)/C=C/C2=CC=C(C=C2)Cl